methoxy-1,3-dimethyl-7-(piperidin-4-yl)quinolin-2(1H)-one COC1=C(C(N(C2=CC(=CC=C12)C1CCNCC1)C)=O)C